CN1C(=NN=C1)CC1(COC1)C=1C=C(C=CC1)N1CC=CC=C1 N-(3-{3-[(4-methyl-4H-1,2,4-triazol-3-yl)methyl]oxetan-3-yl}phenyl)pyridine